C(#N)C1=C(C=CC=C1C1=CC2=C(OCCO2)C=C1)NC(=O)C1=NN2C(CNCC2)=N1 N-[2-Cyano-3-(2,3-dihydro-1,4-benzodioxin-6-yl)phenyl]-5,6,7,8-tetrahydro[1,2,4]triazolo[1,5-a]pyrazin-2-carboxamid